N-[(1-Amino-3,3-difluoro-cyclobutyl)methyl]-3-(2-chloro-6-methyl-4-pyridyl)-2-(3-cyanophenyl)pyrazolo[1,5-a]pyrimidine-5-carboxamide NC1(CC(C1)(F)F)CNC(=O)C1=NC=2N(C=C1)N=C(C2C2=CC(=NC(=C2)C)Cl)C2=CC(=CC=C2)C#N